N-(2-pyridylmethyl)-N'-[3-((2-naphthylmethyl)amino)propyl]-N'-(5,6,7,8-tetrahydro-8-quinolinyl)-1,4-xylylenediamine N1=C(C=CC=C1)CNCC1=CC=C(C=C1)CN(C1CCCC=2C=CC=NC12)CCCNCC1=CC2=CC=CC=C2C=C1